Benzyl (6-methoxy-5-nitropyridin-2-yl)(methyl)carbamate COC1=C(C=CC(=N1)N(C(OCC1=CC=CC=C1)=O)C)[N+](=O)[O-]